C(C1=CC=CC=C1)SC1=CC(=C(NC=2N=CC3=C(N2)N(C(C(=C3)C(F)F)=O)C3CCCC3)C=C1)C 2-(4-benzylsulfanyl-2-methyl-anilino)-8-cyclopentyl-6-(difluoromethyl)pyrido[2,3-d]pyrimidin-7-one